C(C)(C)(C)OC(=O)C1=NC=C(C=C1C)C1=NOC(=C1COC1=CC2=C(N=N1)CNCC2)C methyl-5-[5-methyl-4-({5H,6H,7H,8H-pyrido[3,4-c]pyridazin-3-yloxy}methyl)-1,2-oxazol-3-yl]pyridine-2-carboxylic acid tert-butyl ester